1H-indazol-4-yl trifluoromethanesulfonate FC(S(=O)(=O)OC1=C2C=NNC2=CC=C1)(F)F